BrC1=C(N=C2N1C=1N=C(C=C(C1C=C2)C2=CC=C(C=C2)C)C(C(F)(F)F)(F)F)C=2OC=NN2 2-(9-bromo-2-(perfluoroethyl)-4-(p-tolyl)imidazo[1,2-a][1,8]naphthyridin-8-yl)-1,3,4-oxadiazole